N-(6-((5-bromo-2-((5-ethyl-2-methoxy-4-(4-(4-methylpiperazin-1-yl)piperidin-1-yl)phenyl)amino)pyrimidin-4-yl)amino)benzo[d][1,3]dioxol-5-yl)-N-methylmethanesulfonamide BrC=1C(=NC(=NC1)NC1=C(C=C(C(=C1)CC)N1CCC(CC1)N1CCN(CC1)C)OC)NC=1C(=CC2=C(OCO2)C1)N(S(=O)(=O)C)C